N-[3-(azepan-1-yl)-4-(piperazine-1-carbonyl)phenyl]cyclopropanecarboxamide N1(CCCCCC1)C=1C=C(C=CC1C(=O)N1CCNCC1)NC(=O)C1CC1